6-methoxy-2-((1r,2r,4r)-2-methyl-4-(N-methylacetylamino)cyclohexyl)-N-(pyrazolo[1,5-a]pyrimidin-3-yl)-2H-indazole-5-carboxamide COC=1C(=CC2=CN(N=C2C1)[C@H]1[C@@H](C[C@@H](CC1)NC(CC)=O)C)C(=O)NC=1C=NN2C1N=CC=C2